I[O-].[Ba+2].I[O-] Barium hypoiodite